C(C)(C)(C)C1=NN(C(=C1)NC(=O)C1=CSC=2CN(CCC21)C(=O)C2=CN=C1N2C=CC(=C1)C)C N-(3-(tert-butyl)-1-methyl-1H-pyrazol-5-yl)-6-(7-methylimidazo[1,2-a]pyridine-3-carbonyl)-4,5,6,7-tetrahydrothieno[2,3-c]pyridine-3-carboxamide